(4-((8-methoxy-5,6-dihydrobenzo[h]quinazolin-2-yl)amino)phenyl)-4-(3-(3-methylisoxazol-5-yl)ureido)benzamide butyl-(E)-3-(pyrimidin-4-yl)acrylate C(CCC)OC(\C=C\C1=NC=NC=C1)=O.COC=1C=CC2=C(CCC=3C=NC(=NC23)NC2=CC=C(C=C2)C2=C(C(=O)N)C=CC(=C2)NC(=O)NC2=CC(=NO2)C)C1